ClC=1C=CC2=C(CC3CCC2N3C(=O)OC(C)(C)C)C1 tert-butyl (±)-2-chloro-6,7,8,9-tetrahydro-5H-5,8-epiminobenzo[7]annulene-10-carboxylate